2-ethoxymethyl-3-methylpyrazine C(C)OCC1=NC=CN=C1C